bis(3,5-dichloro-4-hydroxyphenyl) ether ClC=1C=C(C=C(C1O)Cl)OC1=CC(=C(C(=C1)Cl)O)Cl